4-[(4-{[(1R)-2-amino-1-methylethyl]amino}butyl)-amino]-5-chloro-2-fluoro-N-1,2,4-thiadiazol-5-yl-benzenesulfonamide NC[C@@H](C)NCCCCNC1=CC(=C(C=C1Cl)S(=O)(=O)NC1=NC=NS1)F